titanium ethyllactate C(C)OC(C(O)C)=O.[Ti]